BrC=1C=CC(=NC1)C(=O)NC1C(NC(CC1)=O)=O 5-bromo-N-(2,6-dioxopiperidin-3-yl)pyridinecarboxamide